5-[(1-methylpiperidin-4-yl)amino]pyridin CN1CCC(CC1)NC=1C=CC=NC1